C1(CC1)C=1C(=CC=2N(C1)C(=CN2)C2=CC=CC(=N2)N[C@H]2[C@@H](NC2)C)OC 6-(6-cyclopropyl-7-methoxyimidazo[1,2-a]pyridin-3-yl)-N-((2S,3R)-2-methylazetidin-3-yl)pyridin-2-amine